Tert-butyl (2'S,7R)-2-chloro-3-(methoxymethyl)-2'-methyl-spiro[4,5-dihydrothieno[2,3-c]pyran-7,4'-piperidine]-1'-carboxylate ClC1=C(C2=C(S1)[C@@]1(C[C@@H](N(CC1)C(=O)OC(C)(C)C)C)OCC2)COC